tert.-Butyl-3-{[2-(4-isopropylphenyl)imidazo[1,2-a]-pyridin-3-yl]methyl}-3,6-diazabicyclo[3.1.1]heptane-6-carboxylate C(C)(C)(C)OC(=O)N1C2CN(CC1C2)CC2=C(N=C1N2C=CC=C1)C1=CC=C(C=C1)C(C)C